5-methyl-3-phenyl-1,4,2-dioxazole-5-carboxamide CC1(OC(=NO1)C1=CC=CC=C1)C(=O)N